CS(=O)(=O)[O-].C[N+]1=CC(=CC=C1)CC 1-Methyl-3-ethylpyridinium methansulfonat